ClC1=CC2=C(N(C(N2CCN2CCOCC2)=O)C2CCN(CC2)CC=2SC(=CC2)Cl)C=C1Cl 5,6-dichloro-1-(1-((5-chlorothien-2-yl)methyl)piperidin-4-yl)-3-(2-morpholinoethyl)-1,3-dihydro-2H-benzo[d]imidazol-2-one